5-methoxy-1-methyl-1H-benzo[d][1,2,3]triazole COC1=CC2=C(N(N=N2)C)C=C1